4-{(2S,4aR,5R,6R,7aS)-5-[(1E,3R)-4-(4-fluorophenoxy)-3-hydroxy-1-buten-1-yl]-6-hydroxyoctahydrocyclopenta[b]thiopyran-2-yl}butanoic acid FC1=CC=C(OC[C@@H](/C=C/[C@H]2[C@@H](C[C@@H]3S[C@H](CC[C@@H]32)CCCC(=O)O)O)O)C=C1